methyl (R)-8-chloro-6-hydroxyoctanoate ClCC[C@@H](CCCCC(=O)OC)O